C(C)C1(COC1)COC[SiH3] 1-[(3-ethyloxetan-3-yl)methoxymethyl]silane